1-(4-(4-amino-5-(4-aminophenyl)pyrrolo[2,1-f][1,2,4]triazin-7-yl)piperidin-1-yl)-2-methylpropan-1-one NC1=NC=NN2C1=C(C=C2C2CCN(CC2)C(C(C)C)=O)C2=CC=C(C=C2)N